OC1=CC2=C(C(/C(/O2)=C/C2=NC=CC=C2)=O)C=C1 (2Z)-6-hydroxy-2-(pyridin-2-ylmethylene)-1-benzofuran-3(2H)-one